tert-butyl (R)-3-(5-bromo-3-(2-(methoxymethoxy)phenyl)-7-((2-(trimethylsilyl)ethoxy)methyl)-7H-pyrrolo[2,3-c]pyridazin-6-yl)pyrrolidine-1-carboxylate BrC1=C(N(C=2N=NC(=CC21)C2=C(C=CC=C2)OCOC)COCC[Si](C)(C)C)[C@H]2CN(CC2)C(=O)OC(C)(C)C